C(#N)C1=CC=C2C(=N1)N(N=C2C2=NC(=NC=C2CC)N[C@@H]2CN(CCC2)C(=O)OC(C)(C)C)C2OCCCC2 tert-butyl (3S)-3-((4-(6-cyano-1-(tetrahydro-2H-pyran-2-yl)-1H-pyrazolo[3,4-b]pyridin-3-yl)-5-ethylpyrimidin-2-yl)amino)piperidine-1-carboxylate